C(C1=CC=CC=C1)N1CC(=CCC1CO[Si](C1=CC=CC=C1)(C1=CC=CC=C1)C(C)(C)C)NC(OC(C)(C)C)=O tert-butyl (1-benzyl-6-(((tert-butyldiphenylsilyl)oxy)methyl)-1,2,5,6-tetrahydropyridin-3-yl)carbamate